C1(CC1)C1=CC=CC2=C1N(C=N2)CC2=CC1=C(N(C(N1C)=O)C)C=C2 5-[(7-cyclopropylbenzimidazol-1-yl)methyl]-1,3-dimethyl-benzimidazol-2-one